NC=1C=C(C=CC1[N+](=O)[O-])C(C(=O)N)C (3-amino-4-nitrophenyl)-methylacetamide